(S)-quinuclidin-3-yl((R)-5-(4-ethylphenyl)-2,2,6-trimethyl-2,3-dihydro-1H-inden-1-yl)carbamate N12C[C@H](C(CC1)CC2)OC(N[C@@H]2C(CC1=CC(=C(C=C21)C)C2=CC=C(C=C2)CC)(C)C)=O